OCC(CCC)(CCC)C1OCC2(CO1)COC(OC2)C(CO)(CCC)CCC 3,9-bis(2-hydroxy-1,1-dipropylethyl)-2,4,8,10-tetraoxaspiro[5.5]undecane